rac-4-[(3aR,7aR)-octahydro-1H-pyrrolo[3,4-c]pyridin-2-yl]-3-(trifluoromethyl)pyridine hydrochloride Cl.C1N(C[C@H]2CNCC[C@H]21)C2=C(C=NC=C2)C(F)(F)F |r|